C1(CC1)C1=NC=NC(=C1C1=NC(=CC(=N1)OCC=1C=NC(=C(C1)F)C=1N(C=C(N1)C(F)(F)F)C1CC1)SC)OC 2-(4-cyclopropyl-6-methoxy-pyrimidin-5-yl)-4-[[6-[1-cyclopropyl-4-(trifluoromethyl)imidazol-2-yl]-5-fluoro-3-pyridyl]methoxy]-6-methylsulfanyl-pyrimidine